9-(3',5'-di-O-trityl-2'-fluoro-β-D-arabinofuranosyl)guanine C(C1=CC=CC=C1)(C1=CC=CC=C1)(C1=CC=CC=C1)O[C@H]1[C@@]([C@@H](O[C@@H]1COC(C1=CC=CC=C1)(C1=CC=CC=C1)C1=CC=CC=C1)N1C=2N=C(NC(C2N=C1)=O)N)(O)F